(2,2,3,3,4,4,4-heptafluoro-butyrylamino)-5,6,7,8-tetrahydro-4H-cyclohepta[b]thiophene-3-carboxylic acid o-tolylamide C1(=C(C=CC=C1)NC(=O)C=1C2=C(SC1NC(C(C(C(F)(F)F)(F)F)(F)F)=O)CCCCC2)C